FC1=C(C=CC=C1F)CC(=O)NC1=CC(=CC=C1)[C@H](C)NC=1C=NC=2C(N1)=NN(C2)CC (S)-2-(2,3-difluorophenyl)-N-(3-(1-((2-ethyl-2H-pyrazolo[3,4-b]pyrazin-6-yl)amino)ethyl)phenyl)acetamide